(2R,5S)-4-(1-(5-amino-4H-1,2,4-triazol-3-yl)piperidin-4-yl)-5-(4-chlorobenzyl)-N-isobutylmorpholine-2-carboxamide 2,2,2-trifluoroacetate FC(C(=O)O)(F)F.NC=1NC(=NN1)N1CCC(CC1)N1C[C@@H](OC[C@@H]1CC1=CC=C(C=C1)Cl)C(=O)NCC(C)C